5-ethyloxazolidin-4-one C(C)C1C(NCO1)=O